(2-(5-Cyano-2-fluorophenyl)-2-oxoethyl)carbamic acid tert-butyl ester C(C)(C)(C)OC(NCC(=O)C1=C(C=CC(=C1)C#N)F)=O